tert-butyl (2S,5R)-5-(((tert-butyldiphenylsilyl)oxy)methyl)-2-((2-(2-chloro-4-fluorophenyl)propan-2-yl)carbamoyl)morpholine-4-carboxylate [Si](C1=CC=CC=C1)(C1=CC=CC=C1)(C(C)(C)C)OC[C@H]1CO[C@@H](CN1C(=O)OC(C)(C)C)C(NC(C)(C)C1=C(C=C(C=C1)F)Cl)=O